2-((7,8-Dichloro-4-(1H-Imidazol-1-Yl)Quinolin-2-Yl)(Methyl)Amino)-N-(2-Hydroxyethyl)Ethane-1-Sulfonamide ClC1=CC=C2C(=CC(=NC2=C1Cl)N(CCS(=O)(=O)NCCO)C)N1C=NC=C1